BrC1=C(C=C(C(=O)N2CC=3N=C(N(C(C3C[C@H]2C)=O)C=2C=CC3=C(N(C=N3)C)C2)N[C@@H](C)C=C)C=C1)C(F)(F)F (R)-7-(4-bromo-3-(trifluoromethyl)benzoyl)-2-(((S)-but-3-en-2-yl)amino)-6-methyl-3-(1-methyl-1H-benzo[d]imidazol-6-yl)-5,6,7,8-tetrahydropyrido[3,4-d]pyrimidin-4(3H)-one